5-((4-(cyclopropyl(methyl)amino)-3-((methylsulfonyl)methyl)phenyl)amino)-7-(cyclopropylamino)pyrazolo[1,5-a]pyrimidine-3-carbonitrile C1(CC1)N(C1=C(C=C(C=C1)NC1=NC=2N(C(=C1)NC1CC1)N=CC2C#N)CS(=O)(=O)C)C